[3H]-adenine N1=CNC2=NC=NC2=C1N